1,4,6-trimethyl-6-(pyridin-2-ylmethyl)amino-1,4-diazacycloheptane CN1CCN(CC(C1)(NCC1=NC=CC=C1)C)C